C(=O)(C=C)N1CCN(CC1)C(=O)C=C N,N'-bis(acryl)piperazine